O1NCC12CCCCC2 oxa-azaspiro[3.5]nonane